C1=CC=CC=2NC=3C=C4C(=CC3C(C12)=O)NC1=CC=CC=C1C4=O quino[2,3-b]acridine-7,14(5H,12H)-dione